FC1(C(C1)C#CC1=CC=C2C(CCN(C2=N1)C1=NC2=CC(=NC=C2C=C1)CNC(=O)C=1C=CC2=C(C(=CO2)S(=O)(=O)CF)C1)(F)F)F N-((2-(7-((2,2-difluorocyclopropyl)ethynyl)-4,4-difluoro-3,4-dihydro-1,8-naphthyridin-1(2H)-yl)-1,6-naphthyridin-7-yl)methyl)-3-((fluoromethyl)sulfonyl)benzofuran-5-carboxamide